OC1=C(C=CC(=C1)C(F)(F)F)C1=C(C=C(N=N1)N[C@H]1CN(CCC1)C1CCN(CC1)C(=O)OC1=CC=C(C=C1)[N+](=O)[O-])C 4-nitrophenyl (R)-3-((6-(2-hydroxy-4-(trifluoromethyl)phenyl)-5-methylpyridazin-3-yl)amino)-[1,4'-bipiperidine]-1'-carboxylate